C(C1=CC=CC=C1)OC=1C=C2CCN3C(C2=CC1OC)CC(C(C3)OC(C)(C)C)=O (±)-9-(benzyloxy)-3-(tert-butoxy)-10-methoxy-1,3,4,6,7,11b-hexahydro-2H-pyrido[2,1-a]isoquinolin-2-one